N-(6-aminobenzo[d]thiazol-2-yl)-3-cyanobenzamide NC1=CC2=C(N=C(S2)NC(C2=CC(=CC=C2)C#N)=O)C=C1